5-(1-isobutyryl-5-(p-tolyl)-4,5-dihydro-1H-pyrazol-3-yl)-4-methyl-7,7a-dihydrothieno[2,3-b]pyridine C(C(C)C)(=O)N1N=C(CC1C1=CC=C(C=C1)C)C=1C(=C2C(NC1)SC=C2)C